OC=1C=C(C=NC1)C=1C=C(C=C(C1)OC(C)C)CN1CCN(CC1)C1=CC=C(N=N1)C(=O)NS(=O)(=O)C1=CC(=C(C=C1)NCCSC1=CC=CC=C1)C(F)(F)F 6-[4-[[3-(5-Hydroxypyridin-3-yl)-5-propan-2-yloxyphenyl]methyl]piperazin-1-yl]-N-[4-(2-phenylsulfanylethylamino)-3-(trifluoromethyl)phenyl]sulfonylpyridazine-3-carboxamide